CN1CCN(CC1)C(=O)C1=CC=C(C=C1)NC1=CC(=NN1)C1=CC(=CS1)C(=O)N 5-(5-(4-(4-methylpiperazine-1-carbonyl)phenylamino)-1H-pyrazol-3-yl)thiophene-3-carboxamide